C1(=CC=CC=C1)C1=C2CCO[C@@H](C2=CC=C1)CNC(OC(C)(C)C)=O |o1:11| rel-(S)-tert-butyl ((5-phenylisochroman-1-yl)methyl)carbamate